ClC1=CC=C(C=C1)C=1N=C2N(C=CC=C2)C1CN1CC2CCC(C1)N2C(=O)N2CCCCC2 (3-{[2-(4-chlorophenyl)imidazo[1,2-a]pyridin-3-yl]methyl}-3,8-diazabicyclo[3.2.1]oct-8-yl)(piperidin-1-yl)methanone